C(CCCCCCCCCCCCCCCCCCCCC)OC1=C(CN)C=CC(=C1)OCCCCCCCCCCCCCCCCCCCCCC 2,4-didocosyloxybenzylamine